N-[1-[[2-chloro-5-(1-isopropyl-6-oxo-3-pyridyl)phenyl]methyl]-2-[4-(3-methyl-1,2,4-triazol-1-yl)anilino]-2-oxo-ethyl]-2-methyl-pyrazole-3-carboxamide ClC1=C(C=C(C=C1)C1=CN(C(C=C1)=O)C(C)C)CC(C(=O)NC1=CC=C(C=C1)N1N=C(N=C1)C)NC(=O)C=1N(N=CC1)C